(Z)-5-benzylidene-3-(4-bromobenzyl)oxazolidine-2,4-dione C(/C1=CC=CC=C1)=C/1\C(N(C(O1)=O)CC1=CC=C(C=C1)Br)=O